CC(C(=O)OC(C)(C)C)(CC1=CC=C(C=C1)C1=CC(=CC=C1)[N+](=O)[O-])C tert-butyl 2,2-dimethyl-3-(3'-nitro-[1,1'-biphenyl]-4-yl)propanoate